iron-sodium oxide [O-2].[Na+].[Fe+2]